ClC1=CN=C2N1C=C(C=C2)S(=O)(=O)N(C)[C@@H](C(F)(F)F)C2=CC=C(C=C2)Cl (R)-3-chloro-N-(1-(4-chlorophenyl)-2,2,2-trifluoroethyl)-N-methylimidazo[1,2-a]pyridine-6-sulfonamide